C[C@@]12CC[C@](C[C@@H]2CC[C@H]2[C@@H]3CCC[C@@H]([C@]3(CC[C@H]12)C)[C@H](CN1N=C(N=N1)C)C)(O)CCC (2R,4aS,4bS,6aS,7R,10aS,10bR,12aS)-4a,6a-dimethyl-7-((R)-1-(5-methyl-2H-tetrazol-2-yl)propan-2-yl)-2-propyloctadecahydrochrysen-2-ol